Ethyl 5-(2,4,5-trifluoro-3-methoxyphenyl)isoxazole-3-carboxylate Ethyl-2,4-dioxo-4-(2,4,5-trifluoro-3-methoxyphenyl)butanoate C(C)OC(C(CC(C1=C(C(=C(C(=C1)F)F)OC)F)=O)=O)=O.FC1=C(C=C(C(=C1OC)F)F)C1=CC(=NO1)C(=O)OCC